Cl.FC(OC1=CC=C(C=C1)C1=CN=C2N1C=CN=C2NC2=CC(=C(C=C2)C=O)C)F (4-((3-(4-(difluoromethoxy)phenyl)imidazo[1,2-a]pyrazin-8-yl)amino)-2-methylphenyl)methanone hydrochloride